C(#N)N1C[C@H](CC1)C(=O)NC1=NN2C(C=CC=C2)=C1 (S)-1-cyano-N-(pyrazolo[1,5-a]pyridin-2-yl)pyrrolidine-3-carboxamide